2,6-di-tert-butyl-4-n-butylphenol C(C)(C)(C)C1=C(C(=CC(=C1)CCCC)C(C)(C)C)O